CN(S(=O)C(C)(C)C)[C@H](C(F)(F)F)C1=CC=C(C=C1)N1CCCC2=C(C=NC=C12)OC N,2-dimethyl-N-[(1S)-2,2,2-trifluoro-1-[4-(5-methoxy-3,4-dihydro-2H-1,7-naphthyridin-1-yl)phenyl]ethyl]propane-2-sulfinamide